C(=O)[O-].FC1=C(SC(=C1F)F)[Co+]C=1SC(=C(C1F)F)F perfluorodithienyl-cobalt formate